spiro(xanthene-9,9'-fluorene) C1=CC=CC=2C3=CC=CC=C3C3(C12)C1=CC=CC=C1OC=1C=CC=CC13